ClC1=CC2=C(S1)[C@@]1(C[C@@H](N([C@@H](C1)C=1N=NN(C1)C)C(C(F)(F)F)=O)C)OCC2(F)F [(2'S,6'S,7S)-2-chloro-4,4-difluoro-2'-methyl-6'-(1-methyltriazol-4-yl)spiro[5H-thieno[2,3-c]pyran-7,4'-piperidine]-1'-yl]-2,2,2-trifluoro-ethanone